4,7-Dichloro-3-(1-(4-(dimethylamino)phenyl)-1-oxopropan-2-yl)-3-hydroxyindolin-2-one ClC1=C2C(C(NC2=C(C=C1)Cl)=O)(O)C(C(=O)C1=CC=C(C=C1)N(C)C)C